OCCNC(=N)NC(=N)N 1-(2-hydroxyethyl)biguanide